The molecule is a cyclosporin A derivative that is cyclosporin A in which residue 4 (N-methylleucine) has undergone N-demethylation. It has a role as a drug metabolite. CC[C@H]1C(=O)N(CC(=O)N[C@H](C(=O)N[C@H](C(=O)N([C@H](C(=O)N[C@H](C(=O)N[C@@H](C(=O)N([C@H](C(=O)N([C@H](C(=O)N([C@H](C(=O)N([C@H](C(=O)N1)[C@@H]([C@H](C)C/C=C/C)O)C)C(C)C)C)CC(C)C)C)CC(C)C)C)C)C)CC(C)C)C)C(C)C)CC(C)C)C